N-methyl-2-phenylmethyl-2-pyrrolidinamide CNC(=O)C1(NCCC1)CC1=CC=CC=C1